C1(=CC=CC=C1)[C@@H](N)C(=O)O |r| racemic-2-phenylglycine